6-(pyridin-4-yl)1-hexanoic acid hydrochloride Cl.N1=CC=C(C=C1)CCCCCC(=O)O